O=C1C2(CCN(C2)C2=CC=C(C(=O)OC(C)(C)C)C=C2)CCCCN1 tert-Butyl 4-(6-oxo-2,7-diazaspiro[4.6]undecan-2-yl)benzoate